rubidium anthracenedicarboxylic acid C=1(C(=CC=C2C=C3C=CC=CC3=CC12)C(=O)O)C(=O)O.[Rb]